butyl 2-[2-[[5-[3-(dimethylamino)propoxy]-6-methoxy-1,3-benzothiazol-2-yl]methylcarbamoyl]indan-2-yl]acetate CN(CCCOC=1C(=CC2=C(N=C(S2)CNC(=O)C2(CC3=CC=CC=C3C2)CC(=O)OCCCC)C1)OC)C